6-[4-[acetyl(cyclopropylmethyl)amino]-3-chloro-phenyl]-N-(2-thienylmethyl)pyridine-3-carboxamide C(C)(=O)N(C1=C(C=C(C=C1)C1=CC=C(C=N1)C(=O)NCC=1SC=CC1)Cl)CC1CC1